3,5-Dicumylsalicylaldehyde C(C)(C)(C1=CC=CC=C1)C1=C(C(C=O)=CC(=C1)C(C)(C)C1=CC=CC=C1)O